C(C)(C)(C)C1=C(N=C(S1)NC(CCNC1=NC=CC2=CC=C(C=C12)N1N=C(N=N1)C)=O)C N-(5-(tert-butyl)-4-methylthiazol-2-yl)-3-((7-(5-methyl-2H-tetrazol-2-yl)isoquinolin-1-yl)amino)propanamide